pentamethylcyclopentadienyl-(1,6,6-trimethyl-1,5,6,7-tetrahydro-s-indacenyl)hafnium CC1=C(C(=C(C1([Hf]C1(C=CC2=CC=3CC(CC3C=C12)(C)C)C)C)C)C)C